tert-butyl 2-[4-[4-[(2,6-dioxo-3-piperidyl)amino]-2-fluoro-phenyl]-3,3-difluoro-1-piperidyl]acetate O=C1NC(CCC1NC1=CC(=C(C=C1)C1C(CN(CC1)CC(=O)OC(C)(C)C)(F)F)F)=O